BrC1=CN=C(C(=N1)NCCC(C)(O)C)NC 4-((6-bromo-3-(methylamino)pyrazin-2-yl)amino)-2-methylbutan-2-ol